FC1=C(C(=O)NC2=NC=C(C=C2)[N+](=O)[O-])C=CC=C1C 2-fluoro-3-methyl-N-(5-nitropyridin-2-yl)benzamide